CC(CCC1=CC2=C(OCC(CO2)=O)C=C1)C 7-(3-Methylbutyl)-benzo[b][1,4]dioxepin-3-one